ClC1=NC(=C2C(=N1)N(N=C2)[C@H]2[C@@H]([C@@H]([C@H](O2)COCP(O)(O)=O)O)O)N[C@H](C)C2CC2 ((((2R,3S,4R,5R)-5-(6-chloro-4-(((R)-1-cyclopropylethyl)amino)-1H-pyrazolo[3,4-d]pyrimidin-1-yl)-3,4-dihydroxytetrahydrofuran-2-yl)methoxy)methyl)phosphonic acid